O1CCN(CC1)C(\C=C\C1=CC(=C2C=NN(C2=C1)C1OCCCC1)[N+](=O)[O-])=O (E)-1-morpholino-3-(4-nitro-1-(tetrahydro-2H-pyran-2-yl)-1H-indazol-6-yl)prop-2-en-1-one